ClC1=C(C=C(OCC(=O)NC23C(CC(CC2)(CC3)NC(=O)C3=C(C(=O)O)C=CC=C3)O)C=C1)F 2-({4-[2-(4-chloro-3-fluorophenoxy)acetylamino]-3-hydroxybicyclo[2.2.2]oct-1-yl}carbamoyl)benzoic acid